N1,3-dimethylbutane-1,3-diamine CNCCC(C)(N)C